N-(4-fluorobenzyl)-N-(4-trifluoromethyl-benzoyl)glycine FC1=CC=C(CN(CC(=O)O)C(C2=CC=C(C=C2)C(F)(F)F)=O)C=C1